3-hydroxy-4-methoxy-7-methylsulfonyl-indanone OC1CC(C2=C(C=CC(=C12)OC)S(=O)(=O)C)=O